4-(piperidine-1-carbonyl)phenylboric acid N1(CCCCC1)C(=O)C1=CC=C(C=C1)OB(O)O